Phenylmethyl-4-({2-[(3,4-dimethyl-2,5-dioxoazolinyl)amino]-7-bromo-4-quinolyl} methyl)piperazinecarboxylate C1(=CC=CC=C1)COC(=O)N1CCN(CC1)CC1=CC(=NC2=CC(=CC=C12)Br)NN1C(C(=C(C1=O)C)C)=O